C(C1CCC(CC1)N=C=O)C1CCC(CC1)N=C=O 4,4'-Methylenedicyclohexyldiisocyanat